1,1-bis[4-(3,4-dicarboxyphenoxy)phenyl]cyclohexane C(=O)(O)C=1C=C(OC2=CC=C(C=C2)C2(CCCCC2)C2=CC=C(C=C2)OC2=CC(=C(C=C2)C(=O)O)C(=O)O)C=CC1C(=O)O